N-iso-propyl-4-sulfamoylpiperidine C(C)(C)N1CCC(CC1)S(N)(=O)=O